[(2S,6R)-6-(6-(2-cyanoethoxy)-2-(phenoxyacetamido)-9H-purin-9-yl)-4-tritylmorpholin-2-yl]methyl 4-(octadecylamino)-4-oxobutanoate C(CCCCCCCCCCCCCCCCC)NC(CCC(=O)OC[C@@H]1CN(C[C@@H](O1)N1C2=NC(=NC(=C2N=C1)OCCC#N)NC(COC1=CC=CC=C1)=O)C(C1=CC=CC=C1)(C1=CC=CC=C1)C1=CC=CC=C1)=O